ClC1=CC2=C(C(NN=C2CO)=O)C(=N1)C(F)F 7-chloro-5-(difluoromethyl)-1-(hydroxymethyl)pyrido[3,4-d]pyridazin-4(3H)-one